ClC1=NN(C=C1C1=CC=C2C(=CN(C2=C1)C[C@H](C)N(C)C)C(=O)C1COC2=CC=C(C=C2C1)Cl)C(=O)OC(C)(C)C tert-butyl 3-chloro-4-(3-(6-chlorochromane-3-carbonyl)-1-((S)-2-(dimethylamino)propyl)-1H-indol-6-yl)-1H-pyrazole-1-carboxylate